COC([C@H](CC1=CC(=C(C=C1)F)F)NC(=O)[C@@H]1N(CCC1)C(C)C)=O (S)-3-(3,4-difluorophenyl)-2-((R)-1-isopropylpyrrolidine-2-carboxamido)propionic acid methyl ester